7-benzyl-1-methyl-8-(tetrahydro-2H-pyran-4-yl)-4H,6H-benzo[e][1,2,4]triazolo[3,4-c][1,4]oxazepine C(C1=CC=CC=C1)C1=C(C=CC=2N3C(COCC21)=NN=C3C)C3CCOCC3